benzhydryl-sulfinamide C(C1=CC=CC=C1)(C1=CC=CC=C1)S(=O)N